COC1=C(C2=C(N(C(N2C)=O)COCC[Si](C)(C)C)C=C1)N1CCC(CC1)N(C(OC(C)(C)C)=O)C 1-Tert-butyl N-[1-[5-methoxy-3-methyl-2-oxo-1-(2-trimethylsilylethoxymethyl)benzimidazol-4-yl]-4-piperidyl]-N-methyl-carbamate